C(C)(=O)NC1=CC=C(C=N1)C=1C(=CC(=C(C1)NC(=O)C1=CN(C(C=C1C(F)F)=O)C)N1C[C@H](N(CC1)C)C)F N-[5-(6-acetamidopyridin-3-yl)-4-fluoro-2-[(3R)-3,4-dimethylpiperazin-1-yl]phenyl]-4-(difluoromethyl)-1-methyl-6-oxopyridine-3-carboxamide